(R)-3-amino-N-((1-(cyclopropanecarbonyl)pyrrolidin-3-yl)methyl)-6-(3-methylimidazo[1,2-a]pyridin-6-yl)-5-(oxazol-2-yl)pyrazine-2-carboxamide NC=1C(=NC(=C(N1)C=1OC=CN1)C=1C=CC=2N(C1)C(=CN2)C)C(=O)NC[C@@H]2CN(CC2)C(=O)C2CC2